COC(C1=C(C=CC(=C1)NC(=O)C1(CC1)C1=C(C=C(C=C1)OC(F)(F)F)F)C=1C=NN(C1)CC)=O.BrC1=CC=C(CC(C(=O)NCC)N2CCN(CC2)C)C=C1 (4-bromobenzyl)-N-ethyl-2-(4-methylpiperazin-1-yl)acetamide Methyl-2-(1-ethyl-1H-pyrazol-4-yl)-5-[({1-[2-fluoro-4-(trifluoromethoxy)phenyl]cyclopropyl}carbonyl)amino]benzoate